OCCN(CCCCN(C1=CC=C(C=C1)N)CCO)C1=CC=C(C=C1)N N,N'-bis(β-hydroxyethyl)-N,N'-bis(4-amino-phenyl)tetramethylenediamine